C1(CC1)C(=O)N1[C@@H](CN(CC1)C1=NC(=NC=C1C#N)C=1C=NN(C1)C)CO 4-[(3S)-4-(cyclopropylcarbonyl)-3-(hydroxymethyl)piperazin-1-yl]-2-(1-methyl-1H-pyrazol-4-yl)pyrimidine-5-carbonitrile